C(C)(C)C(C(C)C)(C)NC(C1=CC=C(C=C1)OC)=O N-(1-isopropyl-1-methylisobutyl)anisamide